C(C1=CC(OC)=C(O)C(OC)=C1)(=O)C(CO)O 1-syringoyl-1,2-dihydroxyethane